2-methyl-4-(1-piperidinyl)piperidine-1-carboxylic acid tert-butyl ester C(C)(C)(C)OC(=O)N1C(CC(CC1)N1CCCCC1)C